FC1=CC=C(C=C1)C1=CC=C2C(=NC=NC2=C1)NC=1C=CC2=C(N=CS2)C1 N-(7-(4-fluorophenyl)quinazolin-4-yl)benzo[d]thiazol-5-amine